COC=1C=C(C=CC1OC)C1=NC2=C(N1C)C=C(C=C2NCCN2CCOCC2)C2=CC=C(C=C2)N2CCN(CC2)C(C)C 2-(3,4-dimethoxyphenyl)-6-(4-(4-isopropylpiperazin-1-yl)phenyl)-1-methyl-N-(2-morpholinoethyl)-1H-benzo[d]imidazol-4-amine